8-cyclopropyl-6-(2,4-dimethoxy-pyrimidin-5-yl)-3-fluoro-imidazo[1,2-b]pyridazine C1(CC1)C=1C=2N(N=C(C1)C=1C(=NC(=NC1)OC)OC)C(=CN2)F